C(C)C1=C(C(=CC(=C1)CCC)CCCCCC)O 2-ethyl-4-propyl-6-Hexylphenol